1-methyl-3-(pyridin-4-yl)-1H-pyrazole-5-carboxylic acid methyl ester COC(=O)C1=CC(=NN1C)C1=CC=NC=C1